2-((3R,5R,6S)-5-(3-chlorophenyl)-6-(4-chlorophenyl)-1-((S)-1-cyclopropyl-2-(pyridin-2-ylmethylsulfonamido)ethyl)-3-methyl-2-oxopiperidin-3-yl)acetic Acid ClC=1C=C(C=CC1)[C@H]1C[C@](C(N([C@@H]1C1=CC=C(C=C1)Cl)[C@H](CNS(=O)(=O)CC1=NC=CC=C1)C1CC1)=O)(C)CC(=O)O